5-{6-[2-(7-Fluoro-quinolin-6-yl)-ethylamino]-pyrimidin-4-yl}-3-methoxy-thiophen FC1=C(C=C2C=CC=NC2=C1)CCNC1=CC(=NC=N1)C1=CC(=CS1)OC